(S)-2-(1-(3-chloro-5-methoxyphenyl)-1H-pyrazol-4-yl)-N-(5-cyclopropyl-1H-pyrazol-3-yl)propanamide ClC=1C=C(C=C(C1)OC)N1N=CC(=C1)[C@@H](C(=O)NC1=NNC(=C1)C1CC1)C